NC1=C2C(=NC=N1)N(N=C2C)[C@@H](C)C=2C(=C(C(=C(C2)C)C#N)C=2C=CC(=NC2)C(=O)N(C)C)OCC 5-{3-[1(S)-(4-amino-3-methyl-1H-pyrazolo[3,4-d]pyrimidin-1-yl)ethyl]-6-cyano-2-ethoxy-5-methylphenyl}N,N-dimethylpyridine-2-carboxamide